2-(4-acetylphenyl)-7,7-dimethyl-10-(methylsulfonyl)-5,12b-dihydro-1H,7H-chromeno[4,3-c][1,2,4]triazolo[1,2-a]pyridazine-1,3(2H)-dione C(C)(=O)C1=CC=C(C=C1)N1C(N2N(CC=C3C2C=2C=CC(=CC2OC3(C)C)S(=O)(=O)C)C1=O)=O